6-(1-Cyclopropyl-1H-indol-4-yl)-2-(3-fluoropyridin-2-yl)-5,7-dimethyl-2,6-dihydro-1H-pyrrolo[3,4-d]pyridazin-1-one C1(CC1)N1C=CC2=C(C=CC=C12)N1C(=C2C(N(N=CC2=C1C)C1=NC=CC=C1F)=O)C